ClC1=CC=C(C=C1)[C@@H](CCNC(=O)C1=CN=C(S1)C1=CC=C2C(=NNC2=C1)C(NC)=O)O (R)-N-(3-(4-chlorophenyl)-3-hydroxypropyl)-2-(3-(methylcarbamoyl)-1H-indazol-6-yl)thiazole-5-carboxamide